tert-butyl 6-(aminomethyl)-3-bromo-6,7-dihydropyrazolo[1,5-a]pyrimidine-4(5H)-carboxylate NCC1CN(C=2N(C1)N=CC2Br)C(=O)OC(C)(C)C